2-(3-(3-((4-Methyl-4H-1,2,4-triazol-3-yl)methyl)oxetan-3-yl)phenyl)-4-(trifluoromethyl)benzo[d]thiazole CN1C(=NN=C1)CC1(COC1)C=1C=C(C=CC1)C=1SC2=C(N1)C(=CC=C2)C(F)(F)F